COC(\C=C\[C@H](C[C@H]1C(NCC1)=O)NC([C@H](CC1=CC=CC=C1)NC(=O)OC(C(F)(F)C1=CC(=CC=C1)Cl)C1=CC=CC=C1)=O)=O (4S,E)-4-((2S)-2-(((2-(3-chlorophenyl)-2,2-difluoro-1-phenylethoxy)carbonyl)amino)-3-phenylpropionamido)-5-((S)-2-oxopyrrolidin-3-yl)pent-2-enoic acid methyl ester